rac-benzyl 3-fluoro-3-(hydrazinecarbonyl)piperidine-1-carboxylate F[C@]1(CN(CCC1)C(=O)OCC1=CC=CC=C1)C(=O)NN |r|